FC(C(=O)N1[C@H](CNCC1)CCC#N)=C (S)-4-(2-fluoroacryloyl)-3-cyanoethylpiperazin